FC1=C(C(=CC=C1)C)C1=CC(=C2C=C(N=CC2=C1)N)C=1CCN(CC1)C 7-(2-fluoro-6-methyl-phenyl)-5-(1-methyl-3,6-dihydro-2H-pyridin-4-yl)isoquinolin-3-amine